C(#N)CCOCCOCCOCCC#N diethylene glycol di(2-cyanoethyl) ether